((6-(2-(((3-methoxy-4-(4-methylpiperazin-1-yl)phenyl))amino)-6-cyclopropyl-7H-pyrrolo[2,3-d]pyrimidin-7-yl)pyridin-2-yl)imino)dimethyl-λ6-sulfanone COC=1C=C(C=CC1N1CCN(CC1)C)NC=1N=CC2=C(N1)N(C(=C2)C2CC2)C2=CC=CC(=N2)N=S(=O)(C)C